4-[6-amino-5-(2-chloro-6-fluoro-benzyloxy)-pyridin-3-yl]-phenol NC1=C(C=C(C=N1)C1=CC=C(C=C1)O)OCC1=C(C=CC=C1F)Cl